FC=1C=C(C=CC1N1CCC(CC1)N1CCC(CC1)COC1=CC(=C2C(NC(=NC2=C1)COC1CCOCC1)=O)F)NC1C(NC(CC1)=O)=O 3-((3-fluoro-4-(4-(((5-fluoro-4-oxo-2-(((tetrahydro-2H-pyran-4-yl)oxy)methyl)-3,4-dihydroquinazolin-7-yl)oxy)methyl)-[1,4'-bipiperidin]-1'-yl)phenyl)amino)piperidine-2,6-dione